N-benzoyl-5'-O-[bis(4-methoxyphenyl)phenylmethyl]-2'-fluoro-deoxyadenosine C(C1=CC=CC=C1)(=O)NC=1C=2N=CN([C@H]3[C@@H]([C@H](O)[C@@H](COC(C4=CC=CC=C4)(C4=CC=C(C=C4)OC)C4=CC=C(C=C4)OC)O3)F)C2N=CN1